C(OCCC)([O-])=O ethyl-methyl carbonate